NC1=NC2=CC=C(C=C2C=N1)C=1C(=C(C=CC1F)NS(=O)(=O)C=1C=2N=CC=NC2C=CC1)F N-(3-(2-aminoquinazolin-6-yl)-2,4-difluorophenyl)quinoxaline-5-sulfonamide